ClC(C(=O)N[C@H]1[C@@H](O[C@@H]([C@H]([C@@H]1O)O)CO)O[C@H]1[C@@H](O[C@H]([C@@H]([C@H]1O)O)C)O[C@H]1[C@H]([C@H](OCC=C)O[C@H]([C@@H]1O)C)OC(CCl)=O)(Cl)Cl Allyl 2-deoxy-2-trichloroacetamido-beta-D-glucopyranosyl-(1->2)-alpha-L-rhamnopyranosyl-(1->3)-2-O-chloroacetyl-alpha-L-rhamnopyranoside